1-[2-(pyridin-2-yl)-5H,6H,7H-cyclopenta[d]pyrimidin-4-yl]azepane N1=C(C=CC=C1)C=1N=C(C2=C(N1)CCC2)N2CCCCCC2